(3R)-3-amino-5-[[4-(4-methoxy-2-methyl-phenyl)phenyl]methyl]-7-[5-(1-methyl-1-methylsulfonyl-ethyl)-1,3,4-oxadiazol-2-yl]-1,1-dioxo-2,3-dihydro-1λ6,5-benzothiazepine-4-One N[C@H]1CS(C2=C(N(C1=O)CC1=CC=C(C=C1)C1=C(C=C(C=C1)OC)C)C=C(C=C2)C=2OC(=NN2)C(C)(S(=O)(=O)C)C)(=O)=O